triethylene glycol bis[3-(3-tert-butyl-4-hydroxy-5-methylphenyl) propanoate] C(C)(C)(C)C=1C=C(C=C(C1O)C)CCC(=O)OCCOCCOCCOC(CCC1=CC(=C(C(=C1)C)O)C(C)(C)C)=O